O1CCCC12CCN(CC2)C2=CC=C(C=C2)SC=2C=CC(=C(N)C2)[N+](=O)[O-] 5-((4-(1-oxa-8-azaspiro[4.5]decan-8-yl)phenyl)thio)-2-nitroaniline